tert-butyl (4-(N-(tert-butoxycarbonyl)sulfamoyl)-2-chloro-5-nitrophenyl)((6-cyclopropylimidazo[1,2-a]pyridin-2-yl)methyl)carbamate C(C)(C)(C)OC(=O)NS(=O)(=O)C1=CC(=C(C=C1[N+](=O)[O-])N(C(OC(C)(C)C)=O)CC=1N=C2N(C=C(C=C2)C2CC2)C1)Cl